(S)-N-(1-(2-fluoro-4-(trifluoromethoxy)phenyl)ethyl)-2-(4-oxo-benzo[d][1,2,3]triazin-3(4H)-yl)acetamide FC1=C(C=CC(=C1)OC(F)(F)F)[C@H](C)NC(CN1N=NC2=C(C1=O)C=CC=C2)=O